C(#C[Si](C)(C)C)[Si](C)(C)C acetylene-1,2-diylbis(trimethylsilane)